3-((5,6-bis(benzyloxy)pyrimidin-4-yl)methyl)-5-(4-iodophenyl)-2-oxoimidazoline-1-carboxylic acid tert-butyl ester C(C)(C)(C)OC(=O)N1C(N(CC1C1=CC=C(C=C1)I)CC1=NC=NC(=C1OCC1=CC=CC=C1)OCC1=CC=CC=C1)=O